[Br-].C[N+]1(C2CC(CC1CC2)C=C(C2=NC=CC=C2)C2=CC=CC=C2)C (3-endo)-8,8-dimethyl-3-[2-phenyl-2-(2-pyridyl)ethenyl]-8-azoniabicyclo[3.2.1]octane bromide